P(=O)(OCOC1=C(N=CNC1=O)C[C@H](CN1CC(C1)C#N)C1=CC=C(C=C1)C#CC1=CC=C(C=C1)CN1CCOCC1)(O)O (S)-((4-(3-(3-cyanoazetidin-1-yl)-2-(4-((4-(morpholinomethyl)phenyl)ethynyl)phenyl)propyl)-6-oxo-1,6-dihydropyrimidin-5-yl)oxy)methyl dihydrogen phosphate